4-[6-[1-(3-methylphenyl)-1H-pyrazol-3-yl]-2-[(oxolan-2-yl)methoxy]pyrimidin-4-yl]morpholine CC=1C=C(C=CC1)N1N=C(C=C1)C1=CC(=NC(=N1)OCC1OCCC1)N1CCOCC1